FC1=CC=C(C=C1)S(=O)(=O)NC1CCN(CC1)C(=O)N1C[C@H](CC1)C1=NC=NN1 4-fluoro-N-[1-[(3S)-3-(1H-1,2,4-triazol-5-yl)pyrrolidine-1-carbonyl]-4-piperidinyl]benzenesulfonamide